(S)-3-{4-[4-(2-amino-6-methyl-pyrimidin-4-yl)-[1,4]oxazepan-3-yl]-3-chloro-phenoxy}-propane-1,2-diol NC1=NC(=CC(=N1)N1C(COCCC1)C1=C(C=C(OC[C@H](CO)O)C=C1)Cl)C